Methyl (4S,7R)-4-(3-hydroxyphenyl)-2-methyl-5-oxo-7-phenyl-1,4,5,6,7,8-hexahydroquinoline-3-carboxylate OC=1C=C(C=CC1)[C@@H]1C(=C(NC=2C[C@H](CC(C12)=O)C1=CC=CC=C1)C)C(=O)OC